2-(hydroxyamino)propanohydroxamic acid ONC(C(=O)NO)C